C1(CC1)C1=NNC(=N1)C1CC2(CN(C2)C(=O)N2CC3(C2)CN(C3)CC=3C(=NN(C3)C)C(F)(F)F)C1 [6-(3-cyclopropyl-1H-1,2,4-triazol-5-yl)-2-azaspiro[3.3]heptan-2-yl]-[6-[[1-methyl-3-(trifluoromethyl)pyrazol-4-yl]methyl]-2,6-diazaspiro[3.3]heptan-2-yl]methanone